C(=O)C1=C(C=CC=C1)CCC#N 3-(2-formylphenyl)propanenitrile